ClC1=CNC2=CC=CC(=C12)CN1CCC2(CC1)COC1=C3CN(C(C3=CC=C12)=O)C1C(NC(CC1)=O)=O 3-(1'-((3-chloro-1H-indol-4-yl)methyl)-6-oxo-6,8-dihydro-2H,7H-spiro[furo[2,3-e]isoindole-3,4'-piperidin]-7-yl)piperidine-2,6-dione